5-(6-Chloro-5-((1S,2S)-2-(1-hydroxyethyl)cyclopropyl)pyridazin-3-yl)pyrimidine ClC1=C(C=C(N=N1)C=1C=NC=NC1)[C@@H]1[C@H](C1)C(C)O